(E)-N'-cyano-2-((S)-1-isopropyl-2-methylpyrrolidin-2-yl)-N-((5-methyl-2,3-dihydro-1H-inden-4-yl)carbamoyl)ethene-1-sulfonimidamide C(#N)N=S(=O)(NC(NC1=C2CCCC2=CC=C1C)=O)\C=C\[C@]1(N(CCC1)C(C)C)C